IC(C(=O)OC(C(CCCCCCC)I)=O)CCCCCCC iodononanoic acid anhydride